(Z)-4-Aminopent-3-en-2-one N\C(=C/C(C)=O)\C